phenyl (6-(8-oxa-3-azabicyclo[3.2.1]octan-3-yl)pyridin-3-yl)carbamate C12CN(CC(CC1)O2)C2=CC=C(C=N2)NC(OC2=CC=CC=C2)=O